tert-butyl (5Z)-5-[(R)-tert-butylsulfinyl]imino-2-methoxy-spiro[7H-cyclopenta[b]pyridine-6,4'-piperidine]-1'-carboxylate C(C)(C)(C)[S@@](=O)\N=C\1/C=2C(=NC(=CC2)OC)CC12CCN(CC2)C(=O)OC(C)(C)C